C(CC(O)(C(=O)[O-])CC(=O)[O-])(=O)[O-].[Na+].[Na+].[Na+] Natrium citrate